FC=1C=C2C=C(C=NC2=CC1F)NC1=NC(=NC=C1)NC=1C=NC(=C(C1)OC)N1CC(OCC1)(C)C 4-(6,7-difluoro-3-quinolylamino)-2-[6-(2,2-dimethyl-4-morpholinyl)-5-methoxy-3-pyridylamino]pyrimidine